(S)-methyl 2-((2S,4S)-4-cyclohexyl-1-(4-methoxy-1H-indole-2-carbonyl)pyrrolidine-2-carboxamido)-3-((S)-2-oxopyrrolidin-3-yl)propanoate C1(CCCCC1)[C@@H]1C[C@H](N(C1)C(=O)C=1NC2=CC=CC(=C2C1)OC)C(=O)N[C@H](C(=O)OC)C[C@H]1C(NCC1)=O